Francium heptanoate C(CCCCCC)(=O)[O-].[Fr+]